CC1CC(C(CC1)C(C)(C)SC=1C(C2=CC=CC=C2C(C1SC(C)(C)C1C(CC(CC1)C)=O)=O)=O)=O 2,3-bis((2-(4-methyl-2-oxocyclohexyl)propan-2-yl)thio)naphthalene-1,4-dione